N-[3-(methanesulfonyloxy)phenyl]-N'-[3-(ethanesulfonyloxy)phenyl]urea CS(=O)(=O)OC=1C=C(C=CC1)NC(=O)NC1=CC(=CC=C1)OS(=O)(=O)CC